ClC=1C=C2C(=NC(=NC2=C(C1C1=C2C=NNC2=CC=C1C)OC1CCOCC1)OC1CCN(CC1)C)N1CCNCC1 6-chloro-7-(5-methyl-1H-indazol-4-yl)-2-((1-methylpiperidin-4-yl)oxy)-4-(piperazin-1-yl)-8-((tetrahydro-2H-pyran-4-yl)oxy)quinazoline